C(CCCC)(=O)OC=CC propenyl valerate